9-[(2R,3S,4R,5R)-4-[(tert-butyldimethylsilyl)oxy]-5-{[(tert-butyldimethylsilyl)oxy]methyl}-3-fluorooxolan-2-yl]-2-fluoropurin-6-amine [Si](C)(C)(C(C)(C)C)O[C@H]1[C@@H]([C@@H](O[C@@H]1CO[Si](C)(C)C(C)(C)C)N1C2=NC(=NC(=C2N=C1)N)F)F